C(C)(C)(C)[C@]12N[C@@H](C[C@@]2(C1)C)C(NC1=NC(=CC=C1C)Cl)=O (1R,3S,5R)-tert-butyl-3-((6-chloro-3-methylpyridin-2-yl)carbamoyl)-5-methyl-2-azabicyclo[3.1.0]hexane